C(C1=CC=CC=C1)SC1=C(C=C(C=C1)NC([C@H](CC1=CC=CC=C1)NC(OC(C)(C)C)=O)=O)OC (S)-tert-butyl 1-(4-(benzylthio)-3-methoxyphenylamino)-1-oxo-3-phenylpropan-2-ylcarbamate